8-(4-aminophenylthio)guanosine NC1=CC=C(C=C1)SC=1N([C@H]2[C@H](O)[C@H](O)[C@@H](CO)O2)C=2N=C(NC(C2N1)=O)N